(3-(5-(4,4,5,5-tetramethyl-1,3,2-dioxaborolan-2-yl)benzo[d]thiazol-2-yl)oxetan-3-yl)methanamine CC1(OB(OC1(C)C)C=1C=CC2=C(N=C(S2)C2(COC2)CN)C1)C